methyl-5,6,7,8-tetrahydro-4H-pyrazolo[1,5-a][1,4]diazepine-2-carboxamide CC=1C(=NN2C1CNCCC2)C(=O)N